tert-butyl 4-((8-(benzyl (tert-butoxycarbonyl) amino)-3-cyclopropylimidazo[1,2-a]pyrazin-6-yl)thio)piperidine-1-carboxylate C(C1=CC=CC=C1)N(C=1C=2N(C=C(N1)SC1CCN(CC1)C(=O)OC(C)(C)C)C(=CN2)C2CC2)C(=O)OC(C)(C)C